COC(C(NC(C)=O)=C)=O N-acetyl-dehydroalanine methyl ester